[In].[Na] Natrium-Indium